IC=1C=C(C=NO)C=CC1 3-iodobenzaldehyde oxime